4,4-bis(octyloxy)butanoic acid C(CCCCCCC)OC(CCC(=O)O)OCCCCCCCC